5-((7-(benzyloxy)heptyl)oxy)-1-chloro-7-(1,1-dioxidothiomorpholino)-3-methylpyrido[3,4-d]pyridazin-4(3H)-one C(C1=CC=CC=C1)OCCCCCCCOC1=NC(=CC2=C1C(N(N=C2Cl)C)=O)N2CCS(CC2)(=O)=O